C(#N)C=1C=NN2C1C(=CC(=C2)OCC2(CN(C2)C)F)C=2C=CC(=NC2)N2CCC(CC2)(C)NC(C2=CC=CC=C2)=O N-(1-(5-(3-cyano-6-((3-fluoro-1-methylazetidin-3-yl)methoxy)pyrazolo[1,5-a]pyridin-4-yl)pyridin-2-yl)-4-methylpiperidin-4-yl)benzamide